2-(difluoromethyl)-5-(6-((4-(pyrimidin-5-yl)-1H-1,2,3-triazol-1-yl)methyl)pyridin-3-yl)-1,3,4-oxadiazole FC(C=1OC(=NN1)C=1C=NC(=CC1)CN1N=NC(=C1)C=1C=NC=NC1)F